2-Phenyl-cyclopropanecarboxylic acid (2,4-dimethyl-6-morpholin-4-yl-pyridin-3-yl)-amide CC1=NC(=CC(=C1NC(=O)C1C(C1)C1=CC=CC=C1)C)N1CCOCC1